N-(5-Chlorothiazol-2-yl)-2-(4-(2-(cyclopropylmethyl)-2H-tetrazol-5-yl)phenyl)-2-(3,3-difluorocyclopentyl)acetamide ClC1=CN=C(S1)NC(C(C1CC(CC1)(F)F)C1=CC=C(C=C1)C=1N=NN(N1)CC1CC1)=O